N-phenyl-3-aminopropyl-triethoxysilane, hydrochloride Cl.C1(=CC=CC=C1)NCCC[Si](OCC)(OCC)OCC